IC1=CC(=C(C(=O)O)C=C1)N1CC(CCC1)C=C 4-iodo-2-(3-vinylpiperidin-1-yl)benzoic acid